OC(C(=O)OCCCCCCCC(OCCCCCCCC)OCCCCCCCC)CCC(=O)OCCCCCCCC(OCCCCCCCC)OCCCCCCCC Bis(8,8-bis(octyloxy)octyl) 2-hydroxypentanedioate